4-(trifluoromethoxy)phenyl (3'S,5'S)-5'-fluoro-2-methyl-6-oxo[1,3'-bipiperidine]-1'-carboxylate F[C@H]1C[C@@H](CN(C1)C(=O)OC1=CC=C(C=C1)OC(F)(F)F)N1C(CCCC1=O)C